2-(trifluoromethyl)-1,3-di(ethyl)-propanesultone FC(C1C(S(=O)(=O)OC1CC)CC)(F)F